NC1=CC(=NC=C1)C1=NC=CC(=C1)N 2-(4-amino-2-pyridinyl)pyridin-4-amine